3-(dimethylamino)-N-(4-((5-(3-fluoro-4-hydroxyphenyl)-1H-pyrazol-3-yl)amino)-3-methylphenyl)propanamid CN(CCC(=O)NC1=CC(=C(C=C1)NC1=NNC(=C1)C1=CC(=C(C=C1)O)F)C)C